1'-{2-[4-(3-aminoazetidine-1-carbonyl)-3-fluorophenoxy]eth-yl}-5-chloro-1,2-dihydrospiro[indole-3,4'-piperidin]-2-one NC1CN(C1)C(=O)C1=C(C=C(OCCN2CCC3(CC2)C(NC2=CC=C(C=C23)Cl)=O)C=C1)F